5,5-difluoro-1-(2-methoxypyridin-4-yl)-3-(trifluoromethyl)-4,5,6,7-tetrahydro-1H-indol-4-ol FC1(C(C=2C(=CN(C2CC1)C1=CC(=NC=C1)OC)C(F)(F)F)O)F